C(C)(C)(C)C1=NN(C(=C1)NC(OCC(Cl)(Cl)Cl)=O)C1=CC=C(C=C1)OCCCN(C)C 2,2,2-trichloroethyl (3-(tert-butyl)-1-(4-(3-(dimethylamino)propoxy)phenyl)-1H-pyrazol-5-yl)carbamate